Cl.COC(CCC1=CC=C(C=C1)O)=O 3-(4-hydroxyphenyl)propionic acid methyl ester hydrochloride